6-fluoro-3,4-dihydro-alpha-[[(phenylmethyl)amino]methyl]-2H-1-benzopyran-2-methanol FC=1C=CC2=C(CCC(O2)C(O)CNCC2=CC=CC=C2)C1